C12C(C(C1)C2)NC(=O)C2=C(C(=NC=C2)NC2=C(C=C(C=C2F)C(N=C2NCCN2)=O)C2CC2)Cl N-{bicyclo[1.1.1]pentan-2-yl}-3-chloro-2-[(2-cyclopropyl-6-fluoro-4-{[imidazolidin-2-ylidene]carbamoyl}phenyl)amino]pyridine-4-carboxamide